ClC1=CC(=C(C=C1)C1=C(N(N=N1)C)CN1N=CC(=CC1=O)N1CC2(C1)OCCCC2)F 2-[[5-(4-chloro-2-fluoro-phenyl)-3-methyl-triazol-4-yl]methyl]-5-(5-oxa-2-azaspiro[3.5]nonan-2-yl)pyridazin-3-one